1-(2-chlorophenyl)piperazine hydrochloride Cl.ClC1=C(C=CC=C1)N1CCNCC1